C12(CC1)COC1=C2C(=CC=C1)OC1=CC=C(C=N1)N1C(NC2=C1C=NC=C2)=O 3-(6-spiro[2H-benzofuran-3,1'-cyclopropane]-4-yl-oxy-3-pyridyl)-1H-imidazo[4,5-c]pyridin-2-one